Dipropylene glycol ethylmethyl ether C(C)COC(C)COC(C)CO